9-bromo-3-iodo-7-methylpyrazolo[1,5-a]quinazolin-5(4H)-one BrC=1C=C(C=C2C(NC=3N(C12)N=CC3I)=O)C